The molecule is a carbohydrate acid anion obtained by deprotonation of the carboxy group of 3-deoxy-alpha-D-manno-oct-2-ulosonic acid; major species at pH 7.3. It is a monocarboxylic acid anion and a carbohydrate acid anion. It is a conjugate base of a 3-deoxy-alpha-D-manno-oct-2-ulopyranosonic acid. C1[C@H]([C@H]([C@H](O[C@]1(C(=O)[O-])O)[C@@H](CO)O)O)O